C(CCCCCCCCCCCCCCCCC)(=O)OC(CO)COC(CCCCCCCCCCCCCCCCC)=O 2,3-distearoyl-glycerol